N1(CCOCC1)C(=O)[C@@H]1CCC(N1CC1=CC=C(C=C1)B1OC(C(O1)(C)C)(C)C)=O (S)-5-(morpholine-4-carbonyl)-1-(4-(4,4,5,5-tetramethyl-1,3,2-dioxaborolan-2-yl)benzyl)pyrrolidin-2-one